4,6-difluoro-isatin FC1=C2C(C(NC2=CC(=C1)F)=O)=O